tert-Butyl 4-[4-[4-[(1R)-1-(2-bromophenyl) ethoxy]pyrazolo[1,5-a]pyridin-6-yl]-5-methyl-pyrazol-1-yl]piperidine-1-carboxylate BrC1=C(C=CC=C1)[C@@H](C)OC=1C=2N(C=C(C1)C=1C=NN(C1C)C1CCN(CC1)C(=O)OC(C)(C)C)N=CC2